O=C(C(CC(=O)O)NC([C@H](CC)N1C(C2=CC(=CC=C2C1)N1CCCC1)=O)=O)COC1=C(C(=CC(=C1F)F)F)F 4-oxo-3-((S)-2-(1-oxo-6-(pyrrolidin-1-yl)isoindolin-2-yl)butanamido)-5-(2,3,5,6-tetrafluorophenoxy)pentanoic acid